4-(4-methyl-piperazin-1-yl)butanoic acid CN1CCN(CC1)CCCC(=O)O